COC1=CC=2C3=C(N(C2C=C1)CC1=C(C=C(C=C1)SC)C)C=CC=N3 8-methoxy-5-(2-methyl-4-(methylthio)benzyl)-5H-pyrido[3,2-b]indole